ClC=1C(=C(C=CC1)N1CC=2N=C(N=C(C2CC1)N1C[C@@H](N(CC1)C(=O)OC(C)(C)C)CC#N)OC[C@H]1N(CCC1)C)C(F)(F)F tert-butyl (2S)-4-[7-[3-chloro-2-(trifluoromethyl)phenyl]-2-[[(2S)-1-methylpyrrolidin-2-yl]methoxy]-6,8-dihydro-5H-pyrido[3,4-d]pyrimidin-4-yl]-2-(cyanomethyl)piperazine-1-carboxylate